2-((1S,2R,5R)-2-benzyl-3-azabicyclo[3.1.0]hexan-3-yl)-6-((R)-2-methylmorpholino)pyrimidin-4(3H)-one C(C1=CC=CC=C1)[C@@H]1[C@H]2C[C@H]2CN1C1=NC(=CC(N1)=O)N1C[C@H](OCC1)C